2-amino-2-chloropropionic acid NC(C(=O)O)(C)Cl